C(C)(C)C1=C(C=CC(=C1)C)C1=NC=C2N(C(N(C2=N1)CC1=CC=C(C=C1)C=1N(C=C(N1)C(F)(F)F)C)=N)C 2-(2-isopropyl-4-methyl-phenyl)-7-methyl-9-[[4-[1-methyl-4-(trifluoromethyl)imidazol-2-yl]phenyl]methyl]purin-8-imine